1-(3,4-dimethoxy-2-chlorobenzylamino)-3-hydroxyguanidine COC=1C(=C(CNNC(=N)NO)C=CC1OC)Cl